ClC1=C(C(=NN1C(C)C)CC)C=O 5-CHLORO-3-ETHYL-1-(PROPAN-2-YL)-1H-PYRAZOLE-4-CARBALDEHYDE